FC1=C(CS(=O)(=NC2=CC=C(C=C2)C2=NOC(=N2)C(F)(F)F)C(C)C)C=CC=C1 (2-fluorobenzyl)(isopropyl)((4-(5-(trifluoromethyl)-1,2,4-oxadiazol-3-yl)phenyl)imino)-λ6-sulfanone